6-(4-chlorophenyl)-2-(3,5-dichlorophenyl)-3-oxo-2,3,4,5-tetrahydropyridazine-4-carboxylic acid methyl ester COC(=O)C1C(N(N=C(C1)C1=CC=C(C=C1)Cl)C1=CC(=CC(=C1)Cl)Cl)=O